C(#N)C(CC=1SC2=C(C1)C=CC(=C2)C=2C=CC1=C(N(C(O1)=O)C)C2)NC(=O)[C@H]2OCCCN(C2)C(=O)OC(C)(C)C tert-butyl (2S)-2-({1-cyano-2-[6-(3-methyl-2-oxo-1,3-benzoxazol-5-yl)-1-benzothiophen-2-yl]ethyl}carbamoyl)-1,4-oxazepane-4-carboxylate